5-(7-fluoro-5-methoxy-1H-benzimidazol-2-yl)-1-[(4-methoxyphenyl)methyl]pyrazol-3-amine FC1=CC(=CC2=C1NC(=N2)C2=CC(=NN2CC2=CC=C(C=C2)OC)N)OC